tris(p-methoxyphenyl)phosphine COC1=CC=C(C=C1)P(C1=CC=C(C=C1)OC)C1=CC=C(C=C1)OC